N-hydroxy-2-(5-(trifluoromethyl)pyridin-2-yl)isoindoline-4-carboxamide ONC(=O)C=1C=2CN(CC2C=CC1)C1=NC=C(C=C1)C(F)(F)F